8-iodo-N,N-dimethyl-[1,2,4]triazolo[1,5-a]pyridin-5-amine IC=1C=2N(C(=CC1)N(C)C)N=CN2